COC1=C2C3(CC=4C(=NOC4C2=CC(=C1)OC)NS(=O)(=O)C1=C(C=CC=C1)OC)CC3 N-(6',8'-dimethoxy-4'H-spiro[cyclopropane-1,5'-naphtho[2,1-d]isoxazol]-3'-yl)-2-methoxybenzenesulfonamide